BrC1=CC2=C(N=C(O2)N2CC3(CC2)CCN(CC3)C)C(=C1)F 6-bromo-4-fluoro-2-(8-methyl-2,8-diazaspiro[4.5]decan-2-yl)-1,3-benzoxazole